CN1N=C(C=C1C(F)(F)F)CC1CC2(CN(C2)C(=O)N2C[C@@H]3[C@@H](OCC(N3)=O)CC2)C1 (4aR,8aS)-6-[6-[[1-methyl-5-(trifluoromethyl)pyrazol-3-yl]methyl]-2-azaspiro[3.3]heptane-2-carbonyl]-4,4a,5,7,8,8a-hexahydropyrido[4,3-b][1,4]oxazin-3-one